tert-butyl-N-tert-butoxycarbonyl-N-[[4-formyl-3-methyl-7-[4-(trifluoromethoxy)phenyl] benzimidazol-5-yl]methyl]carbamate C(C)(C)(C)OC(N(CC1=C(C2=C(N=CN2C)C(=C1)C1=CC=C(C=C1)OC(F)(F)F)C=O)C(=O)OC(C)(C)C)=O